CN(CCN(C1=C(C=C(C(=C1)OC)NC1=NC=NC(=C1)N1OCC[C@@H]1C1=CC(=CC=C1)C=1C=NC(=CC1)OC)NC(C=C)=O)C)C (R)-N-(2-((2-(dimethylamino)-ethyl)(methyl)-amino)-4-methoxy-5-((6-(3-(3-(6-methoxypyridin-3-yl)phenyl)isoxazolidin-2-yl)pyrimidin-4-yl)amino)-phenyl)acrylamide